4'-bromo-1'-(tetrahydro-2H-pyran-4-yl)spiro[cyclopropane-1,3'-indolin]-2'-one BrC1=C2C3(C(N(C2=CC=C1)C1CCOCC1)=O)CC3